N-[4-tert-butyl-5-(imidazol-1-yl)thiazol-2-yl]-N'-[(4-hydroxy-3-methoxyphenyl)acryloyl]thiourea C(C)(C)(C)C=1N=C(SC1N1C=NC=C1)NC(=S)NC(C=CC1=CC(=C(C=C1)O)OC)=O